CC1=C(C=CC=C1C)N1CCN(C2(CC2)C1)C(CN1N=C(C2=C1CCC2)C(=O)N2CC(C(CC2)O)F)=O 1-(7-(2,3-Dimethylphenyl)-4,7-diazaspiro[2.5]octan-4-yl)-2-(3-(3-fluoro-4-hydroxypiperidin-1-carbonyl)-5,6-dihydrocyclopenta[c]pyrazol-1(4H)-yl)ethanon